((5-methyl-6-(piperazin-1-yl)pyridin-3-yl)methyl)-N2-propylimidazo[2,1-f][1,2,4]triazine-2,4-diamine CC=1C=C(C=NC1N1CCNCC1)CC=1N=C2C(=NC(=NN2C1)NCCC)N